CC=1C=C(C=C(C1)C)P(CCCP(C1=CC(=CC(=C1)C)C)C1=CC(=CC(=C1)C)C)C1=CC(=CC(=C1)C)C 1,3-bis[bis(3,5-dimethylphenyl)phosphino]propane